BrC1=CC=C2C=CN(C(C2=C1)=O)C(C)C 7-bromo-2-isopropyl-1,2-dihydro-1-isoquinolinone